ClC=1C=C2C(CC(OC2=C(C1)Cl)(C)C)NC(=O)[C@H]1[C@@H](C1)[C@H](N1C(NC(CC1=O)(C)C)=[NH2+])C=1C=[NH+]C=CC1 [1-[(S)-[(1R,2R)-2-[(6,8-dichloro-2,2-dimethyl-chroman-4-yl)carbamoyl]cyclopropyl]-pyridin-1-ium-3-yl-methyl]-4,4-dimethyl-6-oxo-hexahydropyrimidin-2-ylidene]ammonium